benzyl 2,2-dimethyl-3-(2-oxopyrrolidin-1-yl)propanoate CC(C(=O)OCC1=CC=CC=C1)(CN1C(CCC1)=O)C